2,8-dimethyl-7-phenyl-6-(3-phenylquinoxalin-2-yl)pyrido[2,3-b]pyrazine CC=1N=C2C(=NC1)N=C(C(=C2C)C2=CC=CC=C2)C2=NC1=CC=CC=C1N=C2C2=CC=CC=C2